(S)-2-iodo-2-methylpropanenitrile IC(C#N)(C)C